diphenoxyethyl alcohol diacrylate C(C=C)(=O)O.C(C=C)(=O)O.O(C1=CC=CC=C1)C(CO)OC1=CC=CC=C1